(S)-5-((5-(1-amino-1,3-dihydrospiro[indene-2,4'-piperidin]-1'-yl)pyrazin-2-yl)thio)-7-methylbenzo[c][1,2]oxaborol-1(3H)-ol N[C@@H]1C2=CC=CC=C2CC12CCN(CC2)C=2N=CC(=NC2)SC2=CC1=C(B(OC1)O)C(=C2)C